N-(cyclopropylmethyl)-N-methyl-3-(2-methyl-1-oxo-1,2-dihydro-6-isoquinolinyl)-6-quinoxalinecarboxamide C1(CC1)CN(C(=O)C=1C=C2N=C(C=NC2=CC1)C=1C=C2C=CN(C(C2=CC1)=O)C)C